2-[2,5-dimethyl-4-(2,2,2-trifluoro-1,1-dimethyl-ethyl)phenyl]-4-oxo-1H-1,6-naphthyridine-5-carbonitrile CC1=C(C=C(C(=C1)C(C(F)(F)F)(C)C)C)C=1NC=2C=CN=C(C2C(C1)=O)C#N